COC=1C(=C2C=CNC2=C(C1)C)CN1[C@@H](C2CC2CC1)C1=CC=C(C(=O)O)C=C1 4-((2S)-3-((5-methoxy-7-methyl-1H-indol-4-yl)methyl)-3-azabicyclo[4.1.0]heptan-2-yl)benzoic acid